FC1=C(C=CC(=C1)N1N=C(C=C1)CO)NC1=NC=C2C=CC(=NC2=C1)N[C@H]1[C@@H](CNCC1)C(=O)OC methyl (3R,4R)-4-[[7-([2-fluoro-4-[3-(hydroxymethyl)pyrazol-1-yl]phenyl]amino)-1,6-naphthyridin-2-yl]amino]piperidine-3-carboxylate